2-chloro-N-((5-(thiophen-2-yl)-1,3,4-oxadiazol-2-yl)methyl)benzamide ClC1=C(C(=O)NCC=2OC(=NN2)C=2SC=CC2)C=CC=C1